N-{2-[(2-chloro-5-fluorophenyl)carbonyl]-3-cyano-5-[(2,2-difluoroethyl)amino]-4-methoxyphenyl}-3-fluoro-5-(trifluoromethyl)benzamide ClC1=C(C=C(C=C1)F)C(=O)C1=C(C=C(C(=C1C#N)OC)NCC(F)F)NC(C1=CC(=CC(=C1)C(F)(F)F)F)=O